N12C(CC(CC1)CC2)C=2NC(C1=C(N2)C=C(S1)C=1C(=NNC1)C)=O 2-(1-azabicyclo[2.2.2]oct-2-yl)-6-(3-methyl-1H-pyrazol-4-yl)thieno[3,2-d]pyrimidin-4(3H)-one